bis(fluorenyl)dimethylzirconium C1(=CC=CC=2C3=CC=CC=C3CC12)[Zr](C)(C)C1=CC=CC=2C3=CC=CC=C3CC12